4-(2-oxo-2-(phenylamino)ethyl)phenyl-4-guanidinobenzoic acid O=C(CC1=CC=C(C=C1)C1=C(C(=O)O)C=CC(=C1)NC(=N)N)NC1=CC=CC=C1